ClC=1C(=C2C=NNC2=C(C1F)C(C(F)(F)F)O)C=1N=CC=2N(C1)C=C(N2)NC(=O)[C@H]2[C@H](C2)F (1S,2S)-N-(6-(5-chloro-6-fluoro-7-(2,2,2-trifluoro-1-hydroxyethyl)-1H-indazol-4-yl)imidazo[1,2-a]pyrazin-2-yl)-2-fluorocyclopropane-1-carboxamide